N[C@H]1CN(C[C@@H]1F)C(=O)C1CCN(CC1)C(=O)C1=C(C=C(C=C1)NC(=O)C=1N(C(=CN1)C1=C(C(=C(C=C1)OC)F)F)C)Cl N-[4-[4-[(3S,4S)-3-amino-4-fluoro-pyrrolidine-1-carbonyl]piperidine-1-carbonyl]-3-chloro-phenyl]-5-(2,3-difluoro-4-methoxy-phenyl)-1-methyl-imidazole-2-carboxamide